CN1C(=NN=C1)C1(CC2(C1)OCCC2)C=2C=C(C=CC2)N2C(C1=CC(=CC(=C1C2)C(F)(F)F)CNC2(CCC2)C)=O 2-(3-((2s,4r)-2-(4-methyl-4H-1,2,4-triazol-3-yl)-5-oxaspiro[3.4]octan-2-yl)phenyl)-6-(((1-methylcyclobutyl)amino)methyl)-4-(trifluoromethyl)isoindolin-1-one